2-cyanoethylmethacrylate C(#N)CCOC(C(=C)C)=O